C(C)(=O)O\N=C(\C(=O)OCC)/C ethyl (2E)-2-[(acetoxy)imino]propionate